N,N'-dithiobisphthalimide C1(C=2C(C(N1SSN1C(C=3C(C1=O)=CC=CC3)=O)=O)=CC=CC2)=O